ClC=1C(=C(C=CC1)NC(=O)NC1=CC(=CC=C1)SC)CCO 1-[3-chloro-2-(2-hydroxyethyl)phenyl]-3-(3-methylsulphanylphenyl)urea